FC(C(=O)N1CCC(CC1)CC1CN(C1)C(=O)OC(C)(C)C)(F)F tert-butyl 3-[[1-(2,2,2-trifluoroacetyl)-4-piperidyl]methyl]azetidine-1-carboxylate